FC(C=1C=C(C=CC1)C1=CC=C2C(C(COC2=C1)(C)C)NC(O[C@@H]1CN2CCC1CC2)=O)F (S)-quinuclidin-3-yl (7-(3-(difluoromethyl)phenyl)-3,3-dimethylchroman-4-yl)carbamate